5-fluoro-1-(3'-methoxy-[1,1'-biphenyl]-4-yl)-4-(trifluoromethyl)-1H-indazol-6-ol FC=1C(=C2C=NN(C2=CC1O)C1=CC=C(C=C1)C1=CC(=CC=C1)OC)C(F)(F)F